CC1=NNC(=C1C1=CC(=C(C=C1)NC1=CC=NC2=CC(=CC=C12)C(C)C)OC)C N-(4-(3,5-di-methyl-1H-pyrazol-4-yl)-2-methoxy-phenyl)-7-iso-propylquinolin-4-amine